cis-2-trimethylsilylethyl N-[[5-(2,2-dimethyl-5-nitro-3H-benzofuran-6-yl)-1,3-dioxan-2-yl]methyl]-N-methyl-carbamate CC1(OC2=C(C1)C=C(C(=C2)[C@@H]2CO[C@@H](OC2)CN(C(OCC[Si](C)(C)C)=O)C)[N+](=O)[O-])C